(Z)-2-(ethoxymethylene)-4,4,4-trifluoro-3-oxo-butanoate C(C)O\C=C(/C(=O)[O-])\C(C(F)(F)F)=O